1-cyano-N-(1-propyl-1H-benzo[d]imidazol-5-yl)pyrrolidine-3-carboxamide C(#N)N1CC(CC1)C(=O)NC1=CC2=C(N(C=N2)CCC)C=C1